C(C(C)C)OC=1C=CC(=C(C1)N1CCN(CC1)CC=1SC2=C(N1)C=CC=C2)C=2N=NNN2 2-[[4-[5-isobutoxy-2-(2H-tetrazol-5-yl)phenyl]piperazin-1-yl]methyl]-1,3-benzothiazole